ClC1=C(C=CC=C1C1=C(C(=NC=C1)C1=CC(=C(C=C1)CNC[C@@H]1NC(CC1)=O)OC)Cl)C1=CC=C(C(=N1)OC)CNC[C@@H]1CCC(N1)=O (S)-5-((((6-(2-chloro-3-(3-chloro-2-(3-methoxy-4-(((((R)-5-oxopyrrolidin-2-yl)methyl)amino)methyl)phenyl)pyridin-4-yl)phenyl)-2-methoxypyridin-3-yl)methyl)amino)methyl)pyrrolidin-2-one